C(#N)C1=CC(=C(C=C1)COC1=CC=CC(=N1)N1CC2C(C1)CN(C2)CC=2N(C1=C(N2)C=CC(=C1)C(=O)O)CC=1OC=CN1)F 2-[(5-{6-[(4-cyano-2-fluorophenyl)methoxy]pyridin-2-yl}-hexahydropyrrolo[3,4-c]pyrrol-2-yl)methyl]-3-(1,3-oxazol-2-ylmethyl)-1,3-benzodiazole-5-carboxylic acid